BrC1=C(OCC2CCN(CC2)C(=O)OC(C)(C)C)C=CC(=C1)C(C(S(=O)(=O)C1=CC=CC=C1)(F)F)N1CC2=CC=CC=C2C1 tert-Butyl 4-((2-bromo-4-(2,2-difluoro-1-(isoindolin-2-yl)-2-(phenylsulfonyl)-ethyl)phenoxy)methyl)piperidine-1-carboxylate